CC=1NC(C=CC1C1=CC=C(C=C1)NC([C@H](C(C1=CC=CC=C1)C1=CC=CC=C1)NC(OC(C)(C)C)=O)=O)=O tert-butyl (S)-(1-((4-(2-methyl-6-oxo-1,6-dihydropyridin-3-yl)phenyl)amino)-1-oxo-3,3-diphenylpropan-2-yl)carbamate